N-(6-((2,5-dichloropyrimidin-4-yl)amino)-2,3-dihydrobenzofuran-5-yl)methanesulfonamide ClC1=NC=C(C(=N1)NC1=CC2=C(CCO2)C=C1NS(=O)(=O)C)Cl